6-methyl-4-phenyl-3-[(2E)-3-phenylprop-2-enoyl]-1,2-dihydroquinolin-2-one CC=1C=C2C(=C(C(NC2=CC1)=O)C(\C=C\C1=CC=CC=C1)=O)C1=CC=CC=C1